N-(4-(difluoromethoxy)-5-((4-(3,3-dimethyl-2,3-dihydro-1H-pyrrolo[3,2-b]pyridin-1-yl)pyrimidin-2-yl)amino)-2-((2-(dimethylamino)ethyl)(methyl)amino)phenyl)acrylamide FC(OC1=CC(=C(C=C1NC1=NC=CC(=N1)N1CC(C2=NC=CC=C21)(C)C)NC(C=C)=O)N(C)CCN(C)C)F